C(=O)([O-])CN(CCN(CC(=O)[O-])CC(=O)[O-])CC(=O)[O-] 2-[2-[bis(carboxylatomethyl)amino]ethyl-(carboxylatomethyl)amino]acetate